[I-].C(C)[N+]1=C(SC2=C1C=CC=C2)C=CC=CC=C2SC1=C(N2CC)C=CC=C1 3-ethyl-2-[5-(3-ethyl-3H-benzothiazol-2-ylidene)-penta-1,3-dienyl]-benzothiazol-3-ium iodide